3-(2-fluoropyridin-4-yl)-6-(trifluoromethyl)imidazo[1,2-b]pyridazine FC1=NC=CC(=C1)C1=CN=C2N1N=C(C=C2)C(F)(F)F